6-oxo-1,6-dihydropyridazine-4-carboxamide O=C1C=C(C=NN1)C(=O)N